S1C=C(C2=C1C=CC=C2)C2=NC(=NC=C2)Cl 4-(Benzothiophen-3-yl)-2-chloropyrimidine